(6aS,8R)-2-chloro-6a-ethyl-5,6,6a,7,8,9-hexahydropyrrolo-[1',2':4,5]pyrazino[2,3-c]pyridazin-8-ol ClC=1C=C2C(=NN1)NC[C@]1(N2C[C@@H](C1)O)CC